2-(pentafluorophenyl)-tetrafluoro-1,3,2-benzodioxaborole 2-cyano-2-ethylhexyl-3,3-diphenylacrylate C(#N)C(COC(C=C(C1=CC=CC=C1)C1=CC=CC=C1)=O)(CCCC)CC.FC1=C(C(=C(C(=C1B1OC2=C(O1)C(=C(C(=C2F)F)F)F)F)F)F)F